ClC=1C(=NC(=NC1)NC1CCOCC1)C=1C=C2C(=NC1)CN(C2=O)[C@@H](C(=O)OC(C)(C)C)C (R)-tert-butyl 2-(3-(5-chloro-2-((oxan-4-yl)amino)pyrimidin-4-yl)-5-oxo-5H-pyrrolo[3,4-b]pyridin-6(7H)-yl)propanoate